(7-methoxy-2,3-dihydro-benzofuran-3-yl)acetic acid COC1=CC=CC=2C(COC21)CC(=O)O